(Z)-1-(2-Fluoro-4-(1-(4-(pentafluoro-λ6-sulfaneyl)phenyl)-1H-1,2,4-triazol-3-yl)phenyl)-3-(4-oxo-3-(6-((2,2,2-trifluoroethoxy)methyl)benzo[d][1,3]dioxol-5-yl)thiazolidin-2-ylidene)urea FC1=C(C=CC(=C1)C1=NN(C=N1)C1=CC=C(C=C1)S(F)(F)(F)(F)F)NC(=O)\N=C\1/SCC(N1C1=CC2=C(OCO2)C=C1COCC(F)(F)F)=O